C(=O)(OC(C)(C)C)N1[C@@](CCC1)(C(=O)O)CC#C Boc-α-(2-propynyl)-L-proline